The molecule is a quadruply-charged organophosphate oxoanion arising from deprotonation of the phosphate and sufate groups of 3'-phosphonato-5'-adenylyl sulfate; major species at pH 7.3. It has a role as a human metabolite and a Saccharomyces cerevisiae metabolite. It is an organophosphate oxoanion and an organosulfate oxoanion. It is a conjugate base of a 3'-phospho-5'-adenylyl sulfate. C1=NC(=C2C(=N1)N(C=N2)[C@H]3[C@@H]([C@@H]([C@H](O3)COP(=O)([O-])OS(=O)(=O)[O-])OP(=O)([O-])[O-])O)N